NC1CCC(N(C1)CC1CC1)=O 5-amino-1-(cyclopropylmethyl)piperidin-2-one